C(C1=CC=CC=C1)OC=1C2=C(C=NC1C(=O)OC)C=CS2 methyl 7-(benzyloxy)thieno[3,2-c]pyridine-6-carboxylate